hexamethylenediamine sebacic acid salt C(CCCCCCCCC(=O)O)(=O)O.NCCCCCCN